N=1N=CN2C1C=CC=C2NC2=NC=C(C(=N2)NC)C(F)(F)F N2-([1,2,4]triazolo[4,3-a]pyridin-5-yl)-N4-methyl-5-(trifluoromethyl)pyrimidine-2,4-diamine